BrCC(F)C1=CC=C(C=C1)Cl 1-(2-bromo-1-fluoroethyl)-4-chlorobenzene